3-(1-oxo-5-(1,2,3,4-tetrahydroquinolin-4-yl)isoindolin-2-yl)piperidine-2,6-dione O=C1N(CC2=CC(=CC=C12)C1CCNC2=CC=CC=C12)C1C(NC(CC1)=O)=O